C(C)(C)(C)OC(=O)NC[C@H](C)OC(CCC(=O)C=1SC2=C(C1)C(=C(C(=C2)OC)OCOCC[Si](C)(C)C)F)=O [(1S)-2-(tert-butoxycarbonylamino)-1-methyl-ethyl]4-[4-fluoro-6-methoxy-5-(2-trimethylsilylethoxymethoxy)benzothiophen-2-yl]-4-oxo-butanoate